C1(CC1)C(=O)NC1=NC=C(C(=O)NOCC)C(=C1)NC1=C(C(=CC=C1)C1=NC=C(C=N1)F)OC 6-(Cyclopropanecarboxamido)-N-ethoxy-4-((3-(5-fluoropyrimidin-2-yl)-2-methoxyphenyl)amino)nicotinamide